tert-butyl 3-methyl-3-(4-methyl-2-nitro-phenoxy)piperidine-1-carboxylate CC1(CN(CCC1)C(=O)OC(C)(C)C)OC1=C(C=C(C=C1)C)[N+](=O)[O-]